C12(CC(C1)C2)NC([C@H](CC2CCCC2)NC(=O)C=2SC(=CC2)[C@H](CC)NC=2C(=NC=C(C2)Cl)C)=O (2S)-N-{bicyclo[1.1.1]pentan-1-yl}-2-({5-[(1S)-1-[(5-chloro-2-methylpyridin-3-yl)amino]propyl]thiophen-2-yl}formamido)-3-cyclopentylpropanamide